C(CCCCCCCC)N(CCC(C(C(=O)N)CCN(CCCCCCCCC)CCCCCCCCC)C(=O)N)CCCCCCCCC bis(2-(dinonylamino)ethyl)succinamide